ClC1=C(C=C(C=C1)F)C1=CC=C(N=N1)NC1[C@@H]2CN(C[C@H]12)CC1=CC(=CC=C1)F (1r,5s,6s)-N-[6-(2-chloro-5-fluoro-phenyl)pyridazin-3-yl]-3-[(3-fluorophenyl)methyl]-3-azabicyclo[3.1.0]hexane-6-amine